BrC=1C=2N(C=CC1)C(=C(N2)C#CC)C=C 8-bromo-3-ethenyl-2-(prop-1-yn-1-yl)imidazo[1,2-a]pyridine